racemic-3-((2-(3,6-diazabicyclo[3.1.1]heptan-3-yl)-7-(thiazol-2-yl)benzo[d]oxazol-4-yl)oxy)-3,3-difluoro-2-methylpropane-1,2-diol C12CN(CC(N1)C2)C=2OC1=C(N2)C(=CC=C1C=1SC=CN1)OC(C(CO)(O)C)(F)F